SSSCCC 1,2,3-trithiahexane